OC1(CC(C1)NC(=O)C=1C=NN2C1N=CC=C2)C N-[trans-3-hydroxy-3-methylcyclobutyl]pyrazolo[1,5-a]pyrimidine-3-carboxamide